COC=1C=C(C=CC1OC)S(=O)(=O)N 3,4-dimethoxybenzenesulfonamide